CCC1=C(C=CC(=C1)S(=O)(=O)N2CCN(CC2)C)NC(=O)C N-[4-(methylpiperazin-4-ylsulfonyl)-2-ethylphenyl]acetamide